6-chloro-3-[[(1R)-1-[2-(2-fluorophenyl)-3,6-dimethyl-4-oxo-chromen-8-yl]ethyl]amino]pyridine-2-carboxylic acid ClC1=CC=C(C(=N1)C(=O)O)N[C@H](C)C=1C=C(C=C2C(C(=C(OC12)C1=C(C=CC=C1)F)C)=O)C